FC1(CCC(CC1)C1=NC2=C(N1C[C@H](C)OCC)C=C(C=C2)C=2C=C(C(N(C2)C)=O)C)F (S)-5-(2-(4,4-Difluorocyclohexyl)-1-(2-ethoxypropyl)-1H-benzo[d]imidazol-6-yl)-1,3-dimethylpyridin-2(1H)-one